chromium pyridinecarboxylate N1=C(C=CC=C1)C(=O)[O-].[Cr+3].N1=C(C=CC=C1)C(=O)[O-].N1=C(C=CC=C1)C(=O)[O-]